4-(3-(Difluoromethyl)-4-(5-(1,1-dioxothiomorpholinyl)pyrazolo[1,5-a]pyrimidine-3-carboxamido)-1H-pyrazol-1-yl)piperidine-1-carboxylic acid tert-butyl ester C(C)(C)(C)OC(=O)N1CCC(CC1)N1N=C(C(=C1)NC(=O)C=1C=NN2C1N=C(C=C2)N2CCS(CC2)(=O)=O)C(F)F